N-(3-(2-((2-(4-methylpiperazin-1-yl)thiazol-5-yl)amino)quinazolin-8-yl)phenyl)acrylamide tert-butyl-4-(4-aminobenzyl)piperazine-1-carboxylate C(C)(C)(C)OC(=O)N1CCN(CC1)CC1=CC=C(C=C1)N.CN1CCN(CC1)C=1SC(=CN1)NC1=NC2=C(C=CC=C2C=N1)C=1C=C(C=CC1)NC(C=C)=O